C(C)C1=C(N=CO1)C=O (5-ethyl-1,3-oxazol-4-yl)methanone